6-(1-methyl-4-nitroimidazol-5-yl)mercaptopurine CN1C=NC(=C1SC1=C2NC=NC2=NC=N1)[N+](=O)[O-]